ClC=1C=C2C(=NC1N1N=CC=N1)N(C=C2C(=O)C2C[C@H](N([C@@H](C2)C)C2=NC=C(C=C2I)F)C)C2CCOCC2 [5-chloro-1-(oxan-4-yl)-6-(2H-1,2,3-triazol-2-yl)-1H-pyrrolo[2,3-b]pyridin-3-yl][(2R,6R)-1-(5-fluoro-3-iodopyridin-2-yl)-2,6-dimethylpiperidin-4-yl]methanone